NC1=NC=CC=C1C1=NC=2C(=NC(=CC2)N2N=CC=N2)N1C=1C=C2CC[C@@H](C2=CC1)NC(C1=C(C(=C(C(=C1)C=O)O)F)F)=O (S)-N-(5-(2-(2-aminopyridin-3-yl)-5-(2H-1,2,3-triazol-2-yl)-3H-imidazo[4,5-b]pyridin-3-yl)-2,3-dihydro-1H-inden-1-yl)-2,3-difluoro-5-formyl-4-hydroxybenzamide